(2R,2'R,3R,3'R,4R,4'R,5S,5'S)-6,6'-((3-aminopropyl)azanediyl)bis(hexane-1,2,3,4,5-pentaol) NCCCN(C[C@@H]([C@H]([C@@H]([C@@H](CO)O)O)O)O)C[C@@H]([C@H]([C@@H]([C@@H](CO)O)O)O)O